1-(5-(3-fluoro-5-(trifluoromethyl)benzyl)pyridin-3-yl)-1,5,6,7-tetrahydro-4H-pyrazolo[4,3-c]pyridin-4-one FC=1C=C(CC=2C=C(C=NC2)N2N=CC=3C(NCCC32)=O)C=C(C1)C(F)(F)F